ClC1=CC=C(C=C1)NC([C@@H](C)C1CC2(CN(C2)C2=NOC(=C2)C(F)(F)F)C1)=O (S)-N-(4-chlorophenyl)-2-(2-(5-(trifluoromethyl)isoxazol-3-yl)-2-azaspiro[3.3]heptan-6-yl)propionamide